3-(4-phenoxyphenyl)-1-(2-azaspiro[3.5]non-6-en-7-yl)imidazo[1,5-c]pyrimidin-5-amine O(C1=CC=CC=C1)C1=CC=C(C=C1)C1=NC(=C2N1C(=NC=C2)N)C2=CCC1(CNC1)CC2